CC(=O)N[C@@H]1[C@H]([C@H]([C@H](OC1O)CO)O)O[C@H]2[C@@H]([C@H]([C@H]([C@H](O2)CO)O)O)O The molecule is an amino disaccharide consisting of D-galactopyranose at the non-reducing end joined by a (1->3) glycosidic linkage to N-acetyl-D-galactopyranosamine. It has a role as an epitope. It is a D-Galp-(1->3)-D-GalpNAc, a galactosamine oligosaccharide and an amino disaccharide.